COC1=CC=C(OCC=2N=NNC2)C=C1 4-[(4-methoxyphenoxy)methyl]-1H-1,2,3-triazole